CN1C=C(C2=CC=CC=C12)CC1=C(N)C=CC=C1 2-[(1-methyl-indol-3-yl)methyl]aniline